(8S,9aR)-8-(2,3-dichloro-6-hydroxyphenyl)-2-(1,3-dihydroxypropan-2-yl)hexahydro-4H-pyrido[1,2-a]pyrazine-1,4(6H)-dione ClC1=C(C(=CC=C1Cl)O)[C@@H]1C[C@H]2N(C(CN(C2=O)C(CO)CO)=O)CC1